C1(CC1)N1N=NC(=C1)C(=O)NC(C)C1NCCCC1 1-cyclopropyl-N-(1-(piperidin-2-yl)ethyl)-1H-1,2,3-triazole-4-carboxamide